O=C1N(C(C=C1)=O)CCC(=O)NCC1=CC(=C(C=C1)CO)[N+](=O)[O-] 3-(2,5-dioxo-2,5-dihydro-1H-pyrrol-1-yl)-N-(4-(hydroxymethyl)-3-nitrobenzyl)propanamide